C(/C1=CC=CC=C1)=C\1/C(N\C(\C(N1)=O)=C/C=1N=CNC1C(C)(C)C)=O (3E,6Z)-3-benzylidene-6-[(5-tert-butyl-1H-imidazol-4-yl)methylene]piperazine-2,5-dione